1-((1R,5S,6s)-6-((4-amino-7-methyl-5-(7-((6-methylpyridin-2-yl)oxy)benzo[d][1,3]dioxol-4-yl)-7H-pyrrolo[2,3-d]pyrimidin-6-yl)ethynyl)-3-azabicyclo[3.1.0]hexan-3-yl)prop-2-en-1-one NC=1C2=C(N=CN1)N(C(=C2C2=CC=C(C=1OCOC12)OC1=NC(=CC=C1)C)C#CC1[C@@H]2CN(C[C@H]12)C(C=C)=O)C